1-(Difluoromethyl)-8-nitro-1,2,3,5,6,7-hexahydro-s-indacene FC(C1CCC2=CC=3CCCC3C(=C12)[N+](=O)[O-])F